5-[6,7-dichloro-3-(1H-pyrazol-4-yl)-1H-indol-2-yl]-1,3,4-oxadiazol-2-amine ClC1=CC=C2C(=C(NC2=C1Cl)C1=NN=C(O1)N)C=1C=NNC1